1-(4-methoxybenzyl)-3,4-dihydro-1H-benzo[b]azepine-2,5-dione COC1=CC=C(CN2C3=C(C(CCC2=O)=O)C=CC=C3)C=C1